3-cyclopropyl-N-methyl-1-(6-(1-methyl-1H-pyrazol-4-yl)-1-(benzenesulfonyl)-1H-pyrrolo[3,2-c]pyridin-3-yl)-5,6-dihydroimidazo[1,5-a]pyrazine-7(8H)-carboxamide C1(CC1)C1=NC(=C2N1CCN(C2)C(=O)NC)C2=CN(C1=C2C=NC(=C1)C=1C=NN(C1)C)S(=O)(=O)C1=CC=CC=C1